1-octylglycerol C(CCCCCCC)OCC(O)CO